C(C=C)(=O)N1CC(C1)OC=1C=C2C(=NC=NC2=CC1OC)NC=1C=C(C=CC1OC)C1=CC(=CC=C1)NC(=O)C1CC1 N-(3'-((6-((1-acryloylazetidin-3-yl)oxy)-7-methoxyquinazolin-4-yl)amino)-4'-methoxy-[1,1'-biphenyl]-3-yl)cyclopropanecarboxamide